ClC1=CC=C(C(=O)C2=CC=C(C=C2)Cl)C=C1 (4,4'-dichloro)-benzophenone